CS(=O)(=NC1=CC(=CC=C1)C1=NOC(=N1)C(F)(F)F)C1=CC=CC=C1 methyl(phenyl)((3-(5-(trifluoromethyl)-1,2,4-oxadiazol-3-yl)phenyl)imino)-λ6-sulfanone